[Na+].C(C1=CC=C(C=C1)OC)(=O)[O-] p-anisic acid, sodium salt